C(C)(C)(C)C1=C(C=C(C(=C1)O)C)C(CCC)C1=C(C=C(C(=C1)C)O)C(C)(C)C 1,1-bis(2-tert-butyl-4-hydroxy-5-methylphenyl)butane